(1-methyl-1H-pyrazol-4-yl)phenol hydrochloride Cl.CN1N=CC(=C1)C1=C(C=CC=C1)O